C1(=CC=C(C=C1)N1C(N(C2=C1C=NC=C2)C=2C=C(C=CC2)NC(C=C)=O)=O)C2=CC=CC=C2 N-(3-(3-([1,1'-biphenyl]-4-yl)-2-oxo-2,3-dihydro-1H-imidazo[4,5-c]pyridin-1-yl)phenyl)acrylamide